[(2R,3S,11bR)-9,10-dimethoxy-3-(2-methylpropyl)-1H,2H,3H,4H,6H,7H,11bH-pyrido[2,1-a]isoquinolin-2-yl]methyl 2-[(2R,6S)-2,6-dimethylmorpholin-4-yl]acetate C[C@@H]1CN(C[C@@H](O1)C)CC(=O)OC[C@@H]1C[C@H]2N(CCC3=CC(=C(C=C23)OC)OC)C[C@H]1CC(C)C